trinickel aluminum [Al].[Ni].[Ni].[Ni]